C(#N)C1=CC2=C(C(=NS2(=O)=O)C(=C=NN)CC(C)C)C=C1 (E)-[(6-cyano-1,1-dioxo-1,2-benzothiazol-3-yl)-isobutyl-hydrazono-ethylene]